(3R)-3-amino-7-[5-[4-(chloromethyl)-4-(hydroxymethyl)-1-piperidyl]-1,3,4-oxadiazol-2-yl]-5-[(4-chlorophenyl)methyl]-8-fluoro-1,1-dioxo-2,3-dihydro-1lambda6,5-benzothiazepin-4-one N[C@H]1CS(C2=C(N(C1=O)CC1=CC=C(C=C1)Cl)C=C(C(=C2)F)C=2OC(=NN2)N2CCC(CC2)(CO)CCl)(=O)=O